CC1=C2C=C(CC2=C(C=C1)C)C1=C(C=CC=C1)B1OC(C(O1)(C)C)(C)C 2-[2-(4,7-dimethyl-1H-inden-2-yl)phenyl]-4,4,5,5-tetramethyl-1,3,2-dioxaborolan